N-[4-[[3-[2-[((1r,4r)-4-aminocyclohexyl)amino]pyrimidin-4-yl]-4-pyridyl]thio]-3-fluoro-phenyl]2-chlorobenzenesulfonamide NC1CCC(CC1)NC1=NC=CC(=N1)C=1C=NC=CC1SC1=C(C=C(C=C1)NS(=O)(=O)C1=C(C=CC=C1)Cl)F